(S)-3-methyl-5-(5-(pyrrol-2-yl)isochroman-7-yl)-1H-pyrrole CC1=CNC(=C1)C1=CC(=C2CCOCC2=C1)C=1NC=CC1